4-(4-(3-bromo-5-fluoro-2-methoxyphenyl)-6-chloropyridin-2-yl)piperazine-1-carboxylic acid tert-butyl ester C(C)(C)(C)OC(=O)N1CCN(CC1)C1=NC(=CC(=C1)C1=C(C(=CC(=C1)F)Br)OC)Cl